ClC1=CC=C2C(=CC=NC2=C1)NC1=CC(=CC(=C1)C=1SC=C(C1)C)OC 7-Chloro-N-(3-Methoxy-5-(4-Methylthiophen-2-yl)phenyl)quinolin-4-amine